5,24-stigmastadienol C[C@H](CCC(=C(C)C)CCO)[C@H]1CC[C@@H]2[C@@]1(CC[C@H]3[C@H]2CC=C4[C@@]3(CCCC4)C)C